S(=O)(=O)(O)N([C@@H](CC1=CNC=N1)C(=O)O)C(=O)OC(C)(C)C sulfo-Bochistidine